5-(pentane-3-yloxy)-7-azabicyclo[4.1.0]hept-3-ene ethyl-formate C(C)OC=O.CCC(CC)OC1C=CCC2NC12